S(=O)(=O)(O)O Dihydrogensulfate